tert-butyl 4-(1-((2-(trimethylsilyl)ethoxy)methyl)-1H-pyrazol-3-yl)piperidine-1-carboxylate C[Si](CCOCN1N=C(C=C1)C1CCN(CC1)C(=O)OC(C)(C)C)(C)C